BrC=1C(=C(C=2N(C1)C=C(N2)C)C)F 6-bromo-7-fluoro-2,8-dimethyl-imidazo[1,2-a]pyridine